COC(=O)N1C(CN(CC1)C1=NC(=NO1)C1=CC(=C(C(=C1)NC(=O)C1=CN=C2N1C=CC=C2)C)F)C(C)C 4-(3-(3-fluoro-5-(imidazo[1,2-a]pyridine-3-carboxamido)-4-methylphenyl)-1,2,4-oxadiazol-5-yl)-2-isopropylpiperazine-1-carboxylic acid methyl ester